NC1=CC=C(C(=O)NCCC[C@@H](C(=O)OC)NC(C2=CC=C(C=C2)N(C=O)CC=2N=C3C(=NC(=NC3=NC2)N)N)=O)C=C1 Methyl (S)-5-(4-aminobenzamido)-2-(4-(N-((2,4-diaminopteridin-6-yl)methyl) formamido)benzamido)-pentanoate